dimethyl sulfomaleate S(=O)(=O)(O)/C(/C(=O)OC)=C/C(=O)OC